6-(1-methyl-6-oxo-1,6-dihydropyridin-3-yl)imidazo[1,2-a]pyrazine-2-carboxamide CN1C=C(C=CC1=O)C=1N=CC=2N(C1)C=C(N2)C(=O)N